[C@]12(CNC[C@H]2C1)C#CC1=C(C=C2C(=NC=NC2=C1)NC1=C(C(=C(C=C1)Cl)Cl)F)[N+](=O)[O-] 7-((1R,5S)-3-azabicyclo[3.1.0]hexane-1-ylethynyl)-N-(3,4-dichloro-2-fluorophenyl)-6-nitroquinazolin-4-amine